C(C(=O)[O-])(=O)OF.C(C(=O)[O-])(=O)OF difluoro (bis-oxalate)